[N+](=O)([O-])C=1C=CC(=C(C=O)C1)OCCN1CCCCC1 5-nitro-2-(2-(1-piperidinyl)ethoxy)benzaldehyde